C1(=CC=C(C=C1)CS(=O)C1=NC(=CC(=N1)C=1SC=CC1)C(F)(F)F)C1=CC=CC=C1 2-(([1,1'-biphenyl]-4-ylmethyl)sulfinyl)-4-(thiophen-2-yl)-6-(trifluoromethyl)pyrimidine